N-cyclohexyl-3-((3,4-dichlorophenethyl)amino)-N-(2-((2-(5-hydroxy-3-oxo-3,4-dihydro-2H-benzo[b][1,4]oxazin-8-yl)ethyl)amino)ethyl)propanamide bis(2,2,2-trifluoroacetate) FC(C(=O)O)(F)F.FC(C(=O)O)(F)F.C1(CCCCC1)N(C(CCNCCC1=CC(=C(C=C1)Cl)Cl)=O)CCNCCC1=CC=C(C2=C1OCC(N2)=O)O